BrC1=C(C(=CC(=C1)C)C(NC)=O)NC(=O)C1(CCOCC1)C N-(2-bromo-4-methyl-6-(methylcarbamoyl)phenyl)-4-methyltetrahydro-2H-pyran-4-carboxamide